C1(CC1)S(=O)(=O)C=1C=C2CN(C(C2=CC1)OC)C(=O)OC(C)(C)C tert-Butyl 5-(cyclopropylsulfonyl)-1-methoxyisoindoline-2-carboxylate